C1(CCC1)C1=CC=C2C=C(C(=NC2=C1C(=O)NC)OC)C(=O)O 7-cyclobutyl-2-methoxy-8-[(methylamino)carbonyl]quinoline-3-carboxylic acid